N-ethyl-2-sulfopropylenediamine C(C)NCC(C)(N)S(=O)(=O)O